norbornylsuccinic acid dineopentyl ester C(C(C)(C)C)OC(C(CC(=O)OCC(C)(C)C)C12CCC(CC1)C2)=O